N-(3-((6-amino-8-bromo-2-fluoro-9H-purin-9-yl)methyl)phenyl)-3-hydroxypropane-1-sulfonamide NC1=C2N=C(N(C2=NC(=N1)F)CC=1C=C(C=CC1)NS(=O)(=O)CCCO)Br